N(=[N+]=[N-])CC1CCN(CC1)CCNS(=O)(=O)C1=CC(=C(C=C1)C1=C(C=CC=C1OC)OC)F N-(2-(4-(azidomethyl)piperidin-1-yl)ethyl)-2-fluoro-2',6'-dimethoxy-[1,1'-biphenyl]-4-sulfonamide